tert-butyl 7-chloro-6-((4-(4-(methylcarbamoyl)thiophen-2-yl)-5-(trifluoromethyl)pyrimidin-2-yl)amino)-3,4-dihydroisoquinoline-2(1H)-carboxylate ClC1=C(C=C2CCN(CC2=C1)C(=O)OC(C)(C)C)NC1=NC=C(C(=N1)C=1SC=C(C1)C(NC)=O)C(F)(F)F